C(=O)(O)C=1C=C(C=C(C1)OC1=CC=C(C(=O)O)C=C1)OC1=CC=C(C(=O)O)C=C1 4,4'-((5-carboxyl-1,3-phenylene)bis(oxy))dibenzoic acid